2-[7-isopropyl-2-(methylamino)-4-oxo-pyrazolo[1,5-d][1,2,4]triazin-5-yl]-N-pyrimidin-4-yl-acetamide C(C)(C)C1=NN(C(C=2N1N=C(C2)NC)=O)CC(=O)NC2=NC=NC=C2